3-chloro-4-(3-((dimethylamino)methyl)-3-(trifluoromethyl)pyrrolidin-1-yl)-2,6-difluoro-N-(6-fluoropyridin-2-yl)benzenesulfonamide ClC=1C(=C(C(=CC1N1CC(CC1)(C(F)(F)F)CN(C)C)F)S(=O)(=O)NC1=NC(=CC=C1)F)F